(S)-N-(3,3-dimethylbutan-2-yl)-4-nitro-5-(tetrahydro-2H-pyran-4-yl)isoxazole-3-carboxamide lithium 2-(1H-imidazol-1-yl)-6-methylpyrimidine-4-carboxylate N1(C=NC=C1)C1=NC(=CC(=N1)C(=O)[O-])C.[Li+].CC([C@H](C)NC(=O)C1=NOC(=C1[N+](=O)[O-])C1CCOCC1)(C)C